4-chloro-3-(4-formyl-6,7-dihydro-5H-1,4-oxaazepin-3-yl)benzonitrile ClC1=C(C=C(C#N)C=C1)C1=COCCCN1C=O